FC1=CC=C(C=C1)N1N=CC2=CC(=CC=C12)N (4-fluorophenyl)-1H-indazol-5-amine